FC=1C=C2C(C(CN(C2=CC1)C(C)C)C1=C(C=CC=C1)C)=O 6-fluoro-1-isopropyl-3-(o-tolyl)-2,3-dihydroquinolin-4(1H)-one